5-[4-(cyclopropoxy)phenyl]-7-{(1S)-1-[1-(2-fluorophenyl)-1H-1,2,3-triazol-4-yl]ethyl}-7H-pyrrolo[2,3-d]pyrimidin-4-amine C1(CC1)OC1=CC=C(C=C1)C1=CN(C=2N=CN=C(C21)N)[C@@H](C)C=2N=NN(C2)C2=C(C=CC=C2)F